OCCN(C1=CC=C(C=C1)/C=C/C(=O)C1=CC=C(C=C1)NC(OCC(Cl)(Cl)Cl)=O)C 2,2,2-Trichloroethyl N-[4-[(E)-3-[4-[2-hydroxyethyl(methyl)amino]phenyl]prop-2-enoyl]phenyl]carbamate